3-cyclopropyl-4-(3-methyl-4-methylsulfonyl-phenyl)-1H-pyrrolo[3,2-b]pyridin-5-one C1(CC1)C1=CNC2=C1N(C(C=C2)=O)C2=CC(=C(C=C2)S(=O)(=O)C)C